6-chloro-5-methoxy-1-methyl-3-(1H-pyrazol-4-yl)-2-(5-(2,2,2-trifluoro-1-methoxy-ethyl)-1H-1,2,4-triazol-3-yl)-1H-pyrrolo[3,2-b]pyridine ClC=1C=C2C(=NC1OC)C(=C(N2C)C2=NNC(=N2)C(C(F)(F)F)OC)C=2C=NNC2